2,4-dichloro-6-cyclopropyl-pyrimidine ClC1=NC(=CC(=N1)Cl)C1CC1